N-(4-(4-(trifluoromethyl)piperidin-1-yl)phenyl)benzo[d]oxazol-6-amine FC(C1CCN(CC1)C1=CC=C(C=C1)NC1=CC2=C(N=CO2)C=C1)(F)F